4-(2-methylpyridin-4-yl)cyclohexanone CC1=NC=CC(=C1)C1CCC(CC1)=O